C(C)[Si]1(CCC1)C#C 1-ethyl-1-ethynyl-1-silacyclobutane